ClC1=CC=C(C=CC(=O)NC(=N)N)C=C1 (4-Chlorocinnamoyl)guanidin